1,7-dimethyl-1H-benzo[d][1,2,3]triazol-5-ol CN1N=NC2=C1C(=CC(=C2)O)C